C1(CC1)C1=NC(=CC(=C1C(=O)NC[C@H]1[C@@H](CCCC1)O)C)N1CCOCC1 2-Cyclopropyl-N-[[(1S,2R)-2-hydroxy-cyclohexyl]-methyl]-4-methyl-6-morpholin-4-yl-pyridine-3-carboxylic acid amide